C(CCCCCCCCCCCC)(=O)C(O)CN tridecanoylethanolamine